tert-butyl-N-tert-butoxycarbonyl-N-[[7-[4-(trifluoromethoxy)phenyl]oxazolo[5,4-b]pyridin-5-yl]methyl]carbamate C(C)(C)(C)OC(N(CC1=CC(=C2C(=N1)OC=N2)C2=CC=C(C=C2)OC(F)(F)F)C(=O)OC(C)(C)C)=O